3-(2-bromo-4,5-dimethyl-phenyl)sulfonyl-4H-triazolo[1,5-a]quinazolin-5-one BrC1=C(C=C(C(=C1)C)C)S(=O)(=O)C=1N=NN2C1NC(C1=CC=CC=C21)=O